Methyl {3-[(tert-butoxycarbonyl)amino]bicyclo[1.1.1]pent-1-yl}acetate C(C)(C)(C)OC(=O)NC12CC(C1)(C2)CC(=O)OC